(R)-3-(1,4-dimethyl-1H-benzo[d][1,2,3]triazol-5-yl)-3-(3-((7-hydroxy-2,2-dimethyl-2,3-dihydropyrido[2,3-f][1,4]oxazepin-4(5H)-yl)methyl)-4-methylphenyl)propanoic acid ethyl ester C(C)OC(C[C@H](C1=CC(=C(C=C1)C)CN1CC(OC2=C(C1)N=C(C=C2)O)(C)C)C2=C(C1=C(N(N=N1)C)C=C2)C)=O